C(C)OC(=O)C=1C=NN2C1N=C(C=C2)N(CC)CC2=C(C(=CC=C2O)F)Br 5-((2-Bromo-3-fluoro-6-hydroxybenzyl)(ethyl)amino)pyrazolo[1,5-a]pyrimidine-3-carboxylic acid ethyl ester